IC=1C=C2C(=NC1N)OCC2 5-iodo-2H,3H-furo[2,3-b]pyridin-6-amine